Tert-butyl 3-(2-((4-methoxyphenyl) amino)-2-oxoethyl)-2,4-dioxo-1,3,8-triazaspiro[4.5]decane-8-carboxylate COC1=CC=C(C=C1)NC(CN1C(NC2(C1=O)CCN(CC2)C(=O)OC(C)(C)C)=O)=O